FC1CCC=CS(O1)(=O)=O 7-fluoro-6,7-dihydro-5H-oxathiepine 2,2-dioxide